2,4-dichloro-8-fluoro-7-(8-fluoronaphthalen-1-yl)pyrido[4,3-d]pyrimidine ClC=1N=C(C2=C(N1)C(=C(N=C2)C2=CC=CC1=CC=CC(=C21)F)F)Cl